4-acetylcytidine C(C)(=O)C1(NC(N([C@H]2[C@H](O)[C@H](O)[C@@H](CO)O2)C=C1)=O)N